C(CC(=O)OCCC(CC(=CC(C)C)C)C)(=O)OCC ethyl (3,5,7-trimethyloct-5-en-1-yl) malonate